C(C1=CC=CC=C1)OC1=C(N=CC(=N1)C1=CC(CC1)=O)C 3-(6-(benzyloxy)-5-methylpyrazin-2-yl)cyclopent-2-en-1-one